FC(OC=1C=CC(=NC1)N1C[C@H]2[C@@H](CC1)N(CC2)C(=O)OC(C)(C)C)(F)F tert-butyl (3aS,7aR)-5-[5-(trifluoromethoxy)-2-pyridyl]-3,3a,4,6,7,7a-hexahydro-2H-pyrrolo[3,2-c]pyridine-1-carboxylate